8-((2S,5R)-2,5-bis(methoxymethyl)piperazin-1-yl)-3-(5-(difluoromethyl)-1,3,4-thiadiazol-2-yl)-N-(3-methyloxetan-3-yl)imidazo[1,5-a]pyridine-6-sulfonamide formate C(=O)O.COC[C@H]1N(C[C@@H](NC1)COC)C=1C=2N(C=C(C1)S(=O)(=O)NC1(COC1)C)C(=NC2)C=2SC(=NN2)C(F)F